C(C)(C)(C)OC(=O)N1[C@H](CSCC1)C(=O)O (3S)-4-[(tert-butoxy)carbonyl]Thiomorpholine-3-carboxylic acid